iron-molybdenum, ammonium salt [NH4+].[Mo+4].[Fe+2]